Isopropyl ((((1S,4R)-4-(2-amino-6-methoxy-9H-purin-9-yl)cyclopent-2-en-1-yl)methoxy)(4-methoxyphenoxy)phosphoryl)-L-alaninate NC1=NC(=C2N=CN(C2=N1)[C@H]1C=C[C@H](C1)COP(=O)(OC1=CC=C(C=C1)OC)N[C@@H](C)C(=O)OC(C)C)OC